4-(5-hydroxypent-1-ynyl)phthalic acid OCCCC#CC=1C=C(C(C(=O)O)=CC1)C(=O)O